Cl.C1(CC1)C=1C=C(C(=NC1)C(C)NC)F 1-(5-cyclopropyl-3-fluoropyridin-2-yl)-N-methylethan-1-amine hydrochloride